2-(3-methoxyphenyl)oct-1-en-3-yne COC=1C=C(C=CC1)C(=C)C#CCCCC